3-methoxy-N-[(5-phenyl-1,3,4-thiadiazol-2-yl)methyl]isoxazole-5-carboxamide COC1=NOC(=C1)C(=O)NCC=1SC(=NN1)C1=CC=CC=C1